(R)-7-(3-(1-(2,2-difluoro-1-(4-fluorophenyl)propyl)-1H-pyrazol-4-yl)-2-fluorophenyl)-6-methyl-[1,2,4]triazolo[1,5-a]pyridin-2-amine FC([C@@H](C1=CC=C(C=C1)F)N1N=CC(=C1)C=1C(=C(C=CC1)C1=CC=2N(C=C1C)N=C(N2)N)F)(C)F